BrC1=CC=C2C=3CC4=C(C(C3NC2=C1)(C)C)C=C(C(=C4)CC)C4CCN(CC4)C(=O)O 4-(3-Bromo-9-ethyl-6,6-dimethyl-6,11-dihydro-5H-benzo[b]carbazol-8-yl)piperidine-1-carboxylic acid